NC1=NC=NN2C1=C(C=C2C2CCC(CC2)O)C2=C(C=C(C=C2)NC(=O)C=2C(N(N1C2CCCC1)C1=NC=CC=C1)=O)F N-(4-(4-amino-7-((1r,4r)-4-hydroxycyclohexyl)pyrrolo[2,1-f][1,2,4]triazin-5-yl)-3-fluorophenyl)-2-oxo-1-(pyridin-2-yl)-1,2,4,5,6,7-hexahydropyrazolo[1,5-a]pyridine-3-carboxamide